CC1=C(C(=CC=C1)C)[N+]#[C-] 2,6-dimethyl-phenyl isonitrile